CN1N=C(N=C1)C1=C2C=C(NC2=CC=C1C(F)(F)F)S(=O)(=O)N1CCCC1 4-(1-methyl-1H-1,2,4-triazol-3-yl)-2-(pyrrolidin-1-ylsulfonyl)-5-(trifluoromethyl)-1H-indole